5-chloro-1-methyl-1'-[[1-(2-methylsulfonylethyl)pyrazol-4-yl]methyl]spiro[indane-3,4'-piperidine]-1-ol ClC=1C=C2C(=CC1)C(CC21CCN(CC1)CC=1C=NN(C1)CCS(=O)(=O)C)(O)C